FC(C1=NC=C(C=N1)C)(F)F (2-(trifluoromethyl)pyrimidin-5-yl)methane